C1(CCCCC1)C1=C(C(=C(C=C1C)OCCCCCCCCCCCP(=O)(OOCC)OOCC)F)F 4-cyclohexyl-1-(11-diethoxyphosphono-undecyloxy)-2,3-difluoro-5-methyl-benzene